(S)-2-((1-(5-(4-isopropylphenyl)-1-methyl-1,2,4-triazol-3-yl)ethyl)carbamoyl)-4-methoxypyridin-3-yl ethyl carbonate C(OC=1C(=NC=CC1OC)C(N[C@@H](C)C1=NN(C(=N1)C1=CC=C(C=C1)C(C)C)C)=O)(OCC)=O